FC1=C(C=CC(=C1F)OCF)B1OC(C(O1)(C)C)(C)C 2-[2,3-difluoro-4-(fluoromethoxy)phenyl]-4,4,5,5-tetramethyl-1,3,2-dioxaborolan